FC(C=1C=C(C=CC1)C1=CC(=CS1)C(=O)NC1=NC(=NS1)CC(C)N1CCCCC1)(F)F 5-(3-(trifluoromethyl)phenyl)-N-(3-(2-(piperidin-1-yl)propyl)-1,2,4-thiadiazol-5-yl)thiophene-3-Formamide